1-(tert-butyl) 3-ethyl 4-hydroxy-3-methylpyrrolidine-1,3-dicarboxylate OC1C(CN(C1)C(=O)OC(C)(C)C)(C(=O)OCC)C